BrC=1C(=C(C=CC1)C(C(=O)O)(CCCC(CO[Si](C)(C)C(C)(C)C)(C)C)C)F 2-(3-bromo-2-fluorophenyl)-7-((tert-butyldimethylsilyl)oxy)-2,6,6-trimethylheptanoic acid